NCC1(CN(C1)C1=CC(=C(C=C1)C1=NN2C(N=C(C=C2C2=NN(N=C2)C)C(=O)N2[C@@H](C3=CC=CC=C3CC2)C)=C1)F)O (R)-(2-(4-(3-(aminomethyl)-3-hydroxyazetidin-1-yl)-2-fluorophenyl)-7-(2-methyl-2H-1,2,3-triazol-4-yl)pyrazolo[1,5-a]pyrimidin-5-yl)(1-methyl-3,4-dihydroisoquinolin-2(1H)-yl)methanone